C(#N)C1=CC(=C(C=N1)OCC1CC(C1)NCC(=O)OCC)C1=CC=2N(C=C1)N=C(C2)NC(=O)C2CC2 ethyl 2-[[3-[[6-cyano-4-[2-(cyclopropanecarbonylamino)pyrazolo[1,5-a]pyridin-5-yl]-3-pyridyl]oxymethyl]cyclobutyl]amino]acetate